[1,4'-bipiperidin]-1'-yl(3-(2-(dimethylamino)ethyl)-5-methoxy-1H-indol-1-yl)methanone di-formate C(=O)O.C(=O)O.N1(CCCCC1)C1CCN(CC1)C(=O)N1C=C(C2=CC(=CC=C12)OC)CCN(C)C